CN(NC)CC=1N(C2=CC=CC=C2C1)CCC(=O)N 3-(2-((1,2-dimethylhydrazineyl)methyl)-1H-indol-1-yl)propanamide